FC=1C=CC(=C(C1)CC(=O)NC1=NC=CC=C1)O 2-(5-fluoro-2-hydroxy-phenyl)-N-(2-pyridyl)acetamide